COC1=CC=C(C=C1)C1(CC1)C(=O)N1CCC(CC1)NC=1NC(C(=C(N1)C)C)=O 2-[[1-[1-(4-methoxyphenyl)cyclopropane-carbonyl]-4-piperidyl]amino]-4,5-dimethyl-1H-pyrimidin-6-one